N-propyl-N-(2,4,6-trichlorophenoxyethyl)-1H-imidazole-1-formamide C(CC)N(C(=O)N1C=NC=C1)CCOC1=C(C=C(C=C1Cl)Cl)Cl